N-(2-((5-cyano-4-(cyclopentylamino)-7H-pyrrolo[2,3-d]pyrimidin-2-yl)amino)-5-(1-methyl-1H-pyrazol-5-yl)phenyl)acrylamide C(#N)C1=CNC=2N=C(N=C(C21)NC2CCCC2)NC2=C(C=C(C=C2)C2=CC=NN2C)NC(C=C)=O